Tert-butyl 4-hydroxy-2,2-dimethyl-4-[3-methyl-2-oxo-1-(2-trimethylsilylethoxymethyl) benzimidazol-4-yl]piperidine-1-carboxylate OC1(CC(N(CC1)C(=O)OC(C)(C)C)(C)C)C1=CC=CC=2N(C(N(C21)C)=O)COCC[Si](C)(C)C